methyl (S)-3-(3-bromo-5-(tert-butyl)phenyl)-4-(2,7-diazaspiro[3.5]nonan-2-yl)butanoate BrC=1C=C(C=C(C1)C(C)(C)C)[C@H](CC(=O)OC)CN1CC2(C1)CCNCC2